C(C)(=O)C1=C(C=C(C=C1)Cl)C=1C(=NN(C(C1)=O)[C@H](C(=O)O)CC1=CC=CC=C1)OC (S)-2-(4-(2-acetyl-5-chlorophenyl)-3-methoxy-6-oxopyridazine-1(6H)-yl)-3-phenylpropanic acid